COC=1C=C(C=CC1OC)C1=NC(=NC=C1C(=O)NC1CCOCC1)S(=O)(=O)C 4-(3,4-dimethoxyphenyl)-2-(methylsulfonyl)-N-(tetrahydro-2H-pyran-4-yl)pyrimidine-5-carboxamide